Docosapentenoic acid CCCCCCCCCCCC=CC=CC=CC=CC=CC(=O)O